ClC[C@H](COC1=C(C=C(C=C1)C(C)(C)C1=CC(=C(C=C1)OC[C@H](COC)O)Cl)Cl)O (S)-1-chloro-3-(2-chloro-4-(2-(3-chloro-4-((S)-2-hydroxy-3-methoxypropoxy)phenyl)propan-2-yl)phenoxy)propan-2-ol